3-[(6-cyclopentylpyridazin-3-yl)amino]-N-[(5-methylfuran-2-yl)methyl]benzamide C1(CCCC1)C1=CC=C(N=N1)NC=1C=C(C(=O)NCC=2OC(=CC2)C)C=CC1